C(C)(C)(C)OC(=O)N([C@H](C(=O)O[C@@H](C(=O)OCC1=CC=CC=C1)C)C)C (2R)-1-(benzyloxy)-1-oxopropan-2-yl (2S)-2-[[(tert-butoxy)carbonyl](methyl)amino]propanoate